[Sn]=S.[Se].[Zn].[Cu] copper zinc selenium tin sulfide